BrC1=CC(=CC=C1)[C@H]1CC(CC1)OC(F)(F)F 1-bromo-3-((1R)-3-(trifluoromethoxy)cyclopentyl)benzene